BrC1=CC=C2C3(CC=4C(=NOC4C2=C1)NS(=O)(=O)C1=C(C=C(C(=O)NC)C=C1OC)OC)CC3 4-(N-(8'-bromo-4'H-spiro[cyclopropane-1,5'-naphtho[2,1-d]isoxazol]-3'-yl)sulfamoyl)-3,5-dimethoxy-N-methylbenzamide